ethyl (1r,3r)-3-(5-amino-4-cyano-3-(2-phenylquinolin-7-yl)-1H-pyrazol-1-yl)cyclobutane-1-carboxylate NC1=C(C(=NN1C1CC(C1)C(=O)OCC)C1=CC=C2C=CC(=NC2=C1)C1=CC=CC=C1)C#N